3-((2-(5-methylpyridin-2-yl)cyclopropyl)methyl)-2-oxo-2,3-dihydro-1H-benzo[d]imidazole-1-carboxylic acid tert-butyl ester C(C)(C)(C)OC(=O)N1C(N(C2=C1C=CC=C2)CC2C(C2)C2=NC=C(C=C2)C)=O